C1(=CC=CC=C1)C1=CC=C(C=C1)C1=NC(NC(=N1)C1=CC=C(C=C1)C1=CC=CC=C1)=C1C=CC(=CC1=O)OCC(CCCC)CC 6-[4,6-bis(4-phenylphenyl)-1H-1,3,5-triazin-2-ylidene]-3-(2-ethylhexoxy)cyclohexa-2,4-dien-1-one